ClC=1N=NC(=CC1)C1=CC=C(C=C1)F 3-chloro-6-(4-fluorophenyl)pyridazine